sodium 2-(di-Boc-amino)-3-chloropyridine-4-thiolate C(=O)(OC(C)(C)C)N(C1=NC=CC(=C1Cl)[S-])C(=O)OC(C)(C)C.[Na+]